COC1=CC(=CC2=C1N(C(N2C)=O)C)C(=O)O 7-methoxy-1,3-dimethyl-2-oxo-2,3-dihydro-1H-benzo[d]imidazole-5-carboxylic acid